n-undecyl isocyanate C(CCCCCCCCCC)N=C=O